Cl.C1(CC1)C=1C=NC(=NC1)N1C(CNCC1C)C 5-cyclopropyl-2-(2,6-dimethylpiperazin-1-yl)pyrimidine hydrochloride